2-(2,2,3,3-tetramethylcyclopropyl)-1,3-dioxan-5-one CC1(C(C1(C)C)C1OCC(CO1)=O)C